(R)-1-(2-chloropyridin-3-yl)ethyl (4-(5-(1-cyanospiro[2.4]heptane-1-carboxamido)pyridin-2-yl)-1-methyl-1H-1,2,3-triazol-5-yl)carbamate C(#N)C1(CC12CCCC2)C(=O)NC=2C=CC(=NC2)C=2N=NN(C2NC(O[C@H](C)C=2C(=NC=CC2)Cl)=O)C